2-{[4-(4-amino-3,5-dichlorophenyl)-7-(benzylamino)-1-oxo-2,3-dihydro-1H-isoindol-2-yl]methyl}prop-2-enamide NC1=C(C=C(C=C1Cl)C1=C2CN(C(C2=C(C=C1)NCC1=CC=CC=C1)=O)CC(C(=O)N)=C)Cl